CC(CCCCCCCCC)N 2-undecylamine